C(CC)N1C(C2=CC=CC=C2C(=N1)C(=O)N1CCN(CC1)C1=NC=C(C=C1)C(F)(F)F)=O 2-propyl-4-[[4-[5-(trifluoromethyl)-2-pyridinyl]-1-piperazinyl]carbonyl]-1(2H)-phthalazinone